5-(4-chloro-2-fluoro-phenyl)-2,3-dimethyl-7-(2-(2-(trifluorometh-yl)-4-pyridinyl)-4-morpholinyl)pyrido-[4,3-d]pyrimidin-4(3H)-one ClC1=CC(=C(C=C1)C1=NC(=CC=2N=C(N(C(C21)=O)C)C)N2CC(OCC2)C2=CC(=NC=C2)C(F)(F)F)F